1-(4-((7-methoxy-4-((2-methoxy-5-(pyridin-3-yl)phenyl)amino)quinazolin-6-yl)oxy)piperidin-1-yl)prop-2-en-1-one COC1=C(C=C2C(=NC=NC2=C1)NC1=C(C=CC(=C1)C=1C=NC=CC1)OC)OC1CCN(CC1)C(C=C)=O